(4-((2-(2,6-Dioxopiperidin-3-yl)-1-oxoisoindolin-4-yl)amino)-2,2-difluorobutyl)carbamic acid tert-butyl ester C(C)(C)(C)OC(NCC(CCNC1=C2CN(C(C2=CC=C1)=O)C1C(NC(CC1)=O)=O)(F)F)=O